tert-butyl 4-[8-fluoro-6-(4,4,5,5-tetramethyl-1,3,2-dioxaborolan-2-yl)imidazo[1,2-a]pyridin-2-yl]piperidine-1-carboxylate FC=1C=2N(C=C(C1)B1OC(C(O1)(C)C)(C)C)C=C(N2)C2CCN(CC2)C(=O)OC(C)(C)C